{2-[1-(2-hydroxyethyl)-4-pyrazolylamino]-7-aza-7-spiro[3.5]nonyl}(4-isopropyl-1,3-thiazol-2-yl)methanone OCCN1N=CC(=C1)NC1CC2(C1)CCN(CC2)C(=O)C=2SC=C(N2)C(C)C